1-((5-chlorothiophen-2-yl)methyl)-6-(3,5-dimethylisoxazol-4-yl)-1H-imidazo[4,5-b]pyridin-2(3H)-one ClC1=CC=C(S1)CN1C(NC2=NC=C(C=C21)C=2C(=NOC2C)C)=O